Cl.N1(CCNCC1)C=1C=CC(=NC1)N1N=C(C=2C1=NC(=NC2)N)N (5-(piperazin-1-yl)pyridin-2-yl)-1H-pyrazolo[3,4-d]pyrimidine-3,6-diamine hydrochloride